ethyl (E)-8-[3-[(1R,3R)-3-aminocyclohexyl]-1-bromo-8-[(2,4-dimethoxy-phenyl)methylamino]-imidazo[1,5-a]pyrazin-5-yl]oct-7-enoate N[C@H]1C[C@@H](CCC1)C1=NC(=C2N1C(=CN=C2NCC2=C(C=C(C=C2)OC)OC)/C=C/CCCCCC(=O)OCC)Br